6-methyl-4-[(1-methylcyclopropyl)amino]-N-(3-methyloxetan-3-yl)furo[2,3-d]pyrimidine-5-carboxamide CC1=C(C2=C(N=CN=C2NC2(CC2)C)O1)C(=O)NC1(COC1)C